3-(4-bromo-1-(2,5-difluorophenyl)-1-hydroxybut-3-yn-1-yl)-1,6-dimethylpyridin-2(1H)-one BrC#CCC(O)(C1=C(C=CC(=C1)F)F)C=1C(N(C(=CC1)C)C)=O